N-(4-fluoro-3-methylphenyl)-3-(2-(isopropylamino)-2-oxoacetyl)-5,6,7,8-tetrahydroindolizine-1-carboxamide FC1=C(C=C(C=C1)NC(=O)C=1C=C(N2CCCCC12)C(C(=O)NC(C)C)=O)C